CC1(OB(OC1(C)C)C=1C=NN(C1)C1CCN(CC1)C(=O)[O-])C 4-(4-(4,4,5,5-tetramethyl-1,3,2-Dioxaborolane-2-yl)-1H-pyrazol-1-yl)piperidine-1-carboxylate